tert-butyl 4-[[2-fluoro-4-(trifluoromethoxy)phenyl]methoxy]piperidine-1-carboxylate FC1=C(C=CC(=C1)OC(F)(F)F)COC1CCN(CC1)C(=O)OC(C)(C)C